ClC=1C=C2C=CC(=C(C2=CC1)N1C(C=CC1=O)=O)NC1=NNC=C1C(F)(F)F 1-(6-chloro-2-((4-(trifluoromethyl)-1H-pyrazol-3-yl)amino)naphthalen-1-yl)-1H-pyrrole-2,5-dione